FC1(CC(C1)CN1N=C(C(=C1C(=O)O)C)OC(F)(F)F)F 1-[(3,3-difluorocyclobutyl)methyl]-4-methyl-3-(trifluoromethoxy)-1H-pyrazole-5-carboxylic acid